(1r,4r)-Methyl 4-(7-(3-(4-fluoro-2,6-dimethylphenoxy)-5-methylphenyl)-5-methyl-4-oxo-4,5-dihydrothieno[3,2-c]pyridine-2-carboxamido)cyclohexanecarboxylate FC1=CC(=C(OC=2C=C(C=C(C2)C)C=2C3=C(C(N(C2)C)=O)C=C(S3)C(=O)NC3CCC(CC3)C(=O)OC)C(=C1)C)C